5-chloro-6-(1-(3-methyloxetan-3-yl)piperidin-4-yl)-1-(1-(pyrimidin-2-yl)-1H-pyrazol-4-yl)-1H-indazole ClC=1C=C2C=NN(C2=CC1C1CCN(CC1)C1(COC1)C)C=1C=NN(C1)C1=NC=CC=N1